N-((S)-2-((5-((R)-1-(5-chloro-2-carbonylpyridin-1(2H)-yl)-2-methoxyethyl)thiazol-2-yl)amino)-1-((1r,4S)-4-methylcyclohexyl)-2-carbonylethyl)-1-(methyl-d3)-1H-pyrazole-5-carboxamide ClC=1C=CC(N(C1)[C@H](COC)C1=CN=C(S1)NC([C@H](C1CCC(CC1)C)NC(=O)C1=CC=NN1C([2H])([2H])[2H])=C=O)=C=O